(2R)-2-amino-3-tetrahydropyran-3-yl-propan-1-ol N[C@@H](CO)CC1COCCC1